C1CC(N2CC(CC12)[2H])=O hexahydro-3H-pyrrolizine-3-one-6-d